FC(C1=CC=C(CNC(OC(C)(C)C)=O)C=C1)F tert-butyl (4-(difluoromethyl)benzyl)carbamate